CC1C2(CN(C2)C(=O)OC(C)(C)C)CCN1 tert-butyl 5-methyl-2,6-diazaspiro-[3.4]octane-2-carboxylate